C(C1=CC=CC=C1)N1N=C(C=C1)[C@@H]([C@@](CN1N=NN=C1)(O)C1=C(C=C(C=C1)F)F)C (2R,3S)-3-(1-benzyl-1H-pyrazol-3-yl)-2-(2,4-difluorophenyl)-1-(1H-tetrazol-1-yl)butan-2-ol